CN1N=C(C(=C1)C1=C(C=C(C=C1)F)CN)C (2-(1,3-dimethyl-1H-pyrazol-4-yl)-5-fluorophenyl)methylamine